C(C)(C)(C)OC(NC=1C=NC(=NC1)CO)=O (2-(hydroxymethyl)pyrimidin-5-yl)carbamic acid tert-butyl ester